CN(C)CC1=CC=C(C=C1)S(=O)(=O)NC(=O)CC1=C(C=C(C=C1C(C)C)C=1C=C(C=CC1)NC(OC(C)(C)C)=O)C(C)C tert-butyl N-(3-{4-[({4-[(dimethylamino)methyl]benzene-sulfonyl}carbamoyl)methyl]-3,5-bis(propan-2-yl)phenyl}phenyl)carbamate